ClC=1C=CC=C2C=C(NC12)C(=O)N[C@H](C(=O)N1C[C@]2(C[C@H]1C#C)C(NC1=CC=CC=C12)=O)CC(C)(C)F 7-chloro-N-((S)-1-((3R,5'S)-5'-ethynyl-2-oxospiro[indoline-3,3'-pyrrolidin]-1'-yl)-4-fluoro-4-methyl-1-oxopentan-2-yl)-1H-indole-2-carboxamide